(R)-4-((R)-9-Acryloyl-2-fluoro-12-oxo-7,7a,8,9,10,11-hexahydro-6H,12H-4,5,5a,9,11a-pentaazabenzo[5,6]cycloocta[1,2,3-cd]inden-3-yl)-2-amino-7-fluorobenzo[b]thiophene-3-carbonitrile C(C=C)(=O)N1C[C@@H]2N(C(C=3C=4N(N=NC4C(=C(C3)F)C3=CC=C(C=4SC(=C(C43)C#N)N)F)CC2)=O)CC1